OC(C)C1CCC2C3CCC=4C=C(C=CC4C3[C@H](C[C@]12C)O)OC (11S,13S)-17-(1-hydroxyethyl)-3-methoxy-13-methyl-7,8,9,11,12,13,14,15,16,17-decahydro-6H-cyclopenta[a]phenanthren-11-ol